C(C)(C)(C)OOC(C)C#CC(C)OOC(C)(C)C 2,5-bis(tert-butyl-peroxy)hexyne